NCCCN1C(=NC=C1)S(=O)(=O)O 1-(3-aminopropyl)imidazolesulfonic acid